(R)-N-(8-methylisoquinolin-1-yl)-N-(piperidin-3-yl)-4-(pyrimidin-2-ylamino)piperidine-1-carboxamide CC=1C=CC=C2C=CN=C(C12)N(C(=O)N1CCC(CC1)NC1=NC=CC=N1)[C@H]1CNCCC1